O1N=CC(=C1)C=1C=2N(C=C(N1)C)C=C(N2)N 8-isoxazol-4-yl-6-methyl-imidazo[1,2-a]pyrazin-2-amine